2-aminoethylamine NCCN